4-nitro-2-trifluoromethyl-benzonitrile [N+](=O)([O-])C1=CC(=C(C#N)C=C1)C(F)(F)F